N1=C(C=CC=C1)N1CCN(CC1)CCOC1=C(C#N)C=CC=C1 (2-(4-(pyridine-2-yl)piperazine-1-yl)ethoxy)benzonitrile